FC(C[C@H](N)C(=O)[O-])(C(=O)[O-])F 4,4-difluoro-glutamate